N-(4-toluenesulfonyl)phenylacetamide CC1=CC=C(C=C1)S(=O)(=O)NC(CC1=CC=CC=C1)=O